O=C1N(CCCC1)C1CC2N(C3=C(OC2)C=C(C=N3)C(F)(F)F)CC1 2-oxo-1-(3-(trifluoromethyl)-6,6a,7,8,9,10-hexahydrodipyrido[3,2-b:1',2'-d][1,4]oxazin-8-yl)piperidin